6-oxo-1-phenyl-1,6-dihydro-[2,2'-bipyridine]-5-carbonitrile O=C1C(=CC=C(N1C1=CC=CC=C1)C1=NC=CC=C1)C#N